3-cyano-3-oxopropyl (3-cyano-3-oxopropyl)methylphosphinate C(#N)C(CCP(OCCC(=O)C#N)(=O)C)=O